COC1=NC(=CC(=C1CN1C=NC(=C(C1=O)OC=1C(=C(C#N)C=C(C1)C)C)C(C(F)F)(F)F)C)C 3-((1-((2-methoxy-4,6-dimethylpyridin-3-yl)methyl)-6-oxo-4-(1,1,2,2-tetrafluoroethyl)-1,6-dihydropyrimidin-5-yl)oxy)-2,5-dimethylbenzonitrile